13-Octacosenoic acid C(CCCCCCCCCCCC=CCCCCCCCCCCCCCC)(=O)O